FC=1C=CC2=C(NC=N2)C1 6-fluoro-1H-benzo[d]imidazole